C(=CC1=CC=CC=C1)C=1OC=2C(N1)=C(C=CC2)C(=NO)C2=CC=CC1=C2N=C(O1)C=CC1=CC=CC=C1 2-styrylbenzoxazolyl ketoxime